(S)-methyl 3-(4-(4-(benzyloxy)naphthalen-1-yl)phenyl)-3-((tert-butoxycarbonyl)(2-((2-methoxyethyl)amino)ethyl)amino)propanoate C(C1=CC=CC=C1)OC1=CC=C(C2=CC=CC=C12)C1=CC=C(C=C1)[C@H](CC(=O)OC)N(CCNCCOC)C(=O)OC(C)(C)C